CC1(OB(OC1(C)C)C=1C[C@H]2CC[C@@H](C1)N2C(=O)OC(C)(C)C)C tert-butyl (1R,5S)-3-(4,4,5,5-tetramethyl-1,3,2-dioxaborolan-2-yl)-8-azabicyclo[3.2.1]oct-3-ene-8-carboxylate